(P)-1-(4-Bromo-2-methoxyphenyl)-N-(isoxazol-3-yl)-N-(4-methoxybenzyl)-2-oxo-1,2-dihydroquinoline-6-sulfonamide BrC1=CC(=C(C=C1)N1C(C=CC2=CC(=CC=C12)S(=O)(=O)N(CC1=CC=C(C=C1)OC)C1=NOC=C1)=O)OC